2,4-dimethyl-5-(4,4,5,5-tetramethyl-1,3,2-dioxaborolan-2-yl)-2H-1,2,3-triazole CN1N=C(C(=N1)C)B1OC(C(O1)(C)C)(C)C